6-[[5-Chloro-3-(2,2-difluoroethoxy)-2-pyridyl]oxy]-1,7-dimethyl-N-(4-methyl-1,1-dioxo-thian-4-yl)imidazo[4,5-b]pyridine-2-carboxamide ClC=1C=C(C(=NC1)OC=1C(=C2C(=NC1)N=C(N2C)C(=O)NC2(CCS(CC2)(=O)=O)C)C)OCC(F)F